5,8,11-octadecatriyne CCCCC#CCC#CCC#CCCCCCC